(tert-butyl)-6-((4-fluorophenyl)carbamoyl)-2-oxo-1,2-dihydrospiro[pyrido[2,3-b][1,4]oxazine-3,3'-pyrrolidine] C(C)(C)(C)N1CC2(CC1)C(NC1=C(O2)N=C(C=C1)C(NC1=CC=C(C=C1)F)=O)=O